CCCCCCCCCC\C=C\CCCCCC trans-11-octadecene